N=1OC(=C2C1C(CC2)N2C(C1=CC=CC=C1C2=O)=O)[2H] 2-(5,6-dihydro-4H-cyclopenta[c]isoxazol-6-yl-3-d)isoindoline-1,3-dione